3-(8-methoxy-1,2,3,4-tetrahydroquinolin-4-yl)-1-methyl-7-[4-(4-methylpiperazin-1-yl)anilino]-4H-pyrimido[4,5-d]pyrimidin-2-one COC=1C=CC=C2C(CCNC12)N1C(N(C2=NC(=NC=C2C1)NC1=CC=C(C=C1)N1CCN(CC1)C)C)=O